FC=1C=C(C=NC1C(F)(F)F)N1CC2(CC1)CCN(CC2)C(=O)OC(C)(C)C tert-butyl 2-(5-fluoro-6-(trifluoromethyl)pyridin-3-yl)-2,8-diazaspiro[4.5]decane-8-carboxylate